NCCCOCCC1=CC(=C(C=C1)C1C(=C(NC(=C1C(=O)OC)C)C)C(=O)OC)[N+](=O)[O-] dimethyl 4-(4-(2-(3-aminopropoxy) ethyl)-2-nitrophenyl)-2,6-dimethyl-1,4-dihydropyridine-3,5-dicarboxylate